C1N(CC2=CC(=C(C=C12)C(=O)OC)C(=O)OC)C(=O)OC(C)(C)C 2-tert-butyl 5,6-dimethyl 1,3-dihydro-2H-isoindole-2,5,6-tricarboxylate